4b,8-dimethyl-4b,5,6,7,8,8a,9,10-octahydrophenanthren-3-yl tert-butyl carbonate C(OC=1C=CC=2CCC3C(CCCC3(C2C1)C)C)(OC(C)(C)C)=O